((S)-6,8-dichloro-1-methyl-3,4-dihydroisoquinolin-2(1H)-yl)((R)-4-(2-((2-(3-fluoroazetidin-1-yl)ethyl)amino)oxazolo[4,5-c]pyridin-7-yl)morpholin-2-yl)methanone ClC=1C=C2CCN([C@H](C2=C(C1)Cl)C)C(=O)[C@H]1CN(CCO1)C=1C2=C(C=NC1)N=C(O2)NCCN2CC(C2)F